1-octadecyl-2-docosanoyl-glycero-3-phospho-(1'-sn-glycerol) CCCCCCCCCCCCCCCCCCCCCC(=O)O[C@H](COCCCCCCCCCCCCCCCCCC)COP(=O)(O)OC[C@H](CO)O